C(C)N1C2=C(OCC1)C(=CC(=C2)NC2=NC=C(C(=N2)C2=C(C=C(C=C2)F)OC)F)CC(CNC)NC 1-((4-ethyl-6-((5-fluoro-4-(4-fluoro-2-methoxyphenyl)pyrimidin-2-yl)amino)-3,4-dihydro-2H-benzo[b][1,4]oxazin-8-yl)methyl)-N1,N2-dimethylethane-1,2-diamine